3-((S)-3-((R)-8-(7,8-dihydro-5H-pyrano[4,3-b]pyridin-3-ylsulfonyl)-1-oxa-8-azaspiro[4.5]decan-3-ylamino)-2-hydroxypropoxy)-N-methylbenzenesulfonamide N1=C2C(=CC(=C1)S(=O)(=O)N1CCC3(C[C@H](CO3)NC[C@@H](COC=3C=C(C=CC3)S(=O)(=O)NC)O)CC1)COCC2